N[C@@H]([C@@H](C)CC)C(=O)OC[C@H]([C@H]([C@@H]([C@H](C(=O)NC(CCC)=O)O)O)O)O 6-O-(L-isoleucyl)-N-butyrylaminoglucose